tert-butyl 4-(7-bromo-5-fluoro-2-(((2R,7aS)-2-fluorotetrahydro-1H-pyrrolizin-7a(5H)-yl)methoxy)quinazolin-4-yl)-3-(((tert-butyldimethylsilyl)oxy)methyl)piperazine-1-carboxylate BrC1=CC(=C2C(=NC(=NC2=C1)OC[C@]12CCCN2C[C@@H](C1)F)N1C(CN(CC1)C(=O)OC(C)(C)C)CO[Si](C)(C)C(C)(C)C)F